2-(2H-Benzotri-azol-2-yl)-4-(1,1,3,3-tetramethylbutyl)-phenol N=1N(N=C2C1C=CC=C2)C2=C(C=CC(=C2)C(CC(C)(C)C)(C)C)O